Methyl 6-[[4-methyl-3-(2-pyridyl)phenyl]carbamoyl]-6-azabicyclo[3.1.1]heptane-1-carboxylate CC1=C(C=C(C=C1)NC(=O)N1C2CCCC1(C2)C(=O)OC)C2=NC=CC=C2